C12CC=C(N1)C=C1C=CC(=N1)C=C1C=CC(N1)=CC=1C=CC(N1)=C2.[Na] sodium dihydroporphin salt